FC1=CC=C(C=C1)N1CC2(C1)CN(CC2)C2=CC(N(C1=CC=CC=C21)C)=O 4-[2-(4-fluorophenyl)-2,6-diazaspiro[3.4]octan-6-yl]-1-methyl-2-oxo-1,2-dihydroquinoline